1-((1R,3S)-3-butyl-1-(3-fluorobicyclo[1.1.1]pentan-1-yl)-6-methoxy-3,4-dihydroisoquinolin-2(1H)-yl)-3-(trimethylsilyl)prop-2-yn-1-one C(CCC)[C@@H]1N([C@@H](C2=CC=C(C=C2C1)OC)C12CC(C1)(C2)F)C(C#C[Si](C)(C)C)=O